4-(3-cyclopropyl-2-methyl-2H-indazol-5-yl)-N-(5-((4-ethylpiperazin-1-yl)methyl)pyridin-2-yl)-5-fluoropyrimidin-2-amine C1(CC1)C=1N(N=C2C=CC(=CC12)C1=NC(=NC=C1F)NC1=NC=C(C=C1)CN1CCN(CC1)CC)C